C(C1=CC=CC=C1)OC1CC(C1)N1N=C(C(=C1)C=1C2=C(N=CN1)OC(=C2)C=2N=CN(C2)C)C2=CC=C(C=C2)F 1-[3-(benzyloxy)cyclobutyl]-3-(4-fluorophenyl)-4-[6-(1-methylimidazol-4-yl)furo[2,3-d]pyrimidin-4-yl]pyrazole